2,6-diaminocyclohexan NC1CC(CCC1)N